1-[(1R)-1-cyclopropylethyl]-1H-imidazole-4-carboxylic acid ethyl ester C(C)OC(=O)C=1N=CN(C1)[C@H](C)C1CC1